tert-butyl (R)-3-(3-(4-acetylphenyl)-1,2,4-oxadiazol-5-yl)pyrrolidine-1-carboxylate C(C)(=O)C1=CC=C(C=C1)C1=NOC(=N1)[C@H]1CN(CC1)C(=O)OC(C)(C)C